FC=1C=C(C#N)C=C(C1C(=O)N1CC2(C1)CC(C2)N(C=2C1=C(N=CN2)NC=C1)C)F 3,5-Difluoro-4-(6-(methyl(7H-pyrrolo[2,3-d]pyrimidin-4-yl)amino)-2-azaspiro[3.3]heptan-2-carbonyl)benzonitril